4-[5-(2-aminoethyl)pyridin-2-yl]-3-[5-(cyclopentyloxymethyl)-2-methylpyrazol-3-yl]oxybenzonitrile NCCC=1C=CC(=NC1)C1=C(C=C(C#N)C=C1)OC=1N(N=C(C1)COC1CCCC1)C